4-[3-chloro-6-fluoro-2-[2-(2-methyl-1,3-benzothiazol-5-yl)ethyl]phenyl]-5-hydroxy-2,6-dimethyl-pyridazin-3-one ClC=1C(=C(C(=CC1)F)C=1C(N(N=C(C1O)C)C)=O)CCC=1C=CC2=C(N=C(S2)C)C1